3-(BUTYLAMINO)PROPANOIC ACID C(CCC)NCCC(=O)O